FC1=CC=C(C=C1)C1=C(COC2(CCCC2)C1)CCNCC=1SC=CC1OC 2-(9-(4-fluorophenyl)-6-oxaspiro[4.5]dec-8-en-8-yl)-N-((3-methoxythien-2-yl)methyl)ethylamine